methyl (S,E)-(1-((1-((7-((2,4-difluorobenzyl)oxy)-5-fluoro-1H-indol-2-yl)methyl)-2-oxo-1,2-dihydropyridin-3-yl)amino)-7-(methylamino)-1,7-dioxohept-5-en-2-yl)carbamate FC1=C(COC=2C=C(C=C3C=C(NC23)CN2C(C(=CC=C2)NC([C@H](CC\C=C\C(=O)NC)NC(OC)=O)=O)=O)F)C=CC(=C1)F